C(C=C)(=O)N1CC(CC1)CNC=1C=2N(N=CC1C(=O)N)C=CC2 4-(((1-acryloylpyrrolidin-3-yl)methyl)amino)pyrrolo[1,2-b]pyridazine-3-carboxamide